COC1=CC=C(CN2C(C3=CC=CC=C3C2=O)CC(=O)O)C=C1 2-(2-(4-methoxybenzyl)-3-oxoisoindolin-1-yl)acetic acid